4-((7-methoxy-5H-pyrido[3,2-b]indol-5-yl)methyl)benzenesulfonamide COC=1C=CC=2C3=C(N(C2C1)CC1=CC=C(C=C1)S(=O)(=O)N)C=CC=N3